ClC1=CC2=C(C(=NO2)C2=C(C=CC=C2)[C@H](CC2=NC(=CC=C2F)S(=O)(=O)C)N)C=C1 (S)-1-[2-(6-Chlorobenzo[d]isoxazol-3-yl)phenyl]-2-(3-fluoro-6-methylsulfonylpyridine-2-yl)ethan-1-amine